4-[(amino)methyl]phenol NCC1=CC=C(C=C1)O